Cysteamine Bitartrate salt OC(=O)C(O)C(O)C(=O)O.NCCS